(S)-3-(((6-(2-chloro-2'-methyl-3'-((2-methylpyrido[3,2-d]pyrimidin-4-yl)amino)-[1,1'-biphenyl]-3-yl)-2-methoxypyridin-3-yl)methyl)amino)propane-1,2-diol ClC1=C(C=CC=C1C1=CC=C(C(=N1)OC)CNC[C@@H](CO)O)C1=C(C(=CC=C1)NC=1C2=C(N=C(N1)C)C=CC=N2)C